ClC1=CC(=C(C=C1)S(=O)(=O)N[C@@H](C(C)C1=C(C(=CC=C1F)C)C)C=1OC(NN1)=O)C(CO)(F)F 4-chloro-2-(1,1-difluoro-2-hydroxyethyl)-N-[(1S)-2-(6-fluoro-2,3-dimethylphenyl)-1-(5-oxo-4H-1,3,4-oxadiazol-2-yl)propyl]benzenesulfonamide